C(#N)C1=CC=C(C=C1)C1=C2C(=CN=C1)N(CC2)C(=O)C2=CC=C(C(=O)OC)C=C2 Methyl 4-(4-(4-cyanophenyl)-2,3-dihydro-1H-pyrrolo[2,3-c]pyridine-1-carbonyl)benzoate